ClC1=NC=NC2=CC=C(C(=C12)N1CC(C1)N(C)C)OC 1-(4-chloro-6-methoxyquinazolin-5-yl)-N,N-dimethylazetidin-3-amine